CC1=NN(C(=C1)C)C=1C=CC(N(N1)CC1CN(C1)C(=O)C1=NC2=CC=CC=C2N=C1)=O 6-(3,5-dimethylpyrazol-1-yl)-2-[[1-(quinoxaline-2-carbonyl)azetidin-3-yl]methyl]pyridazin-3-one